[BH4-].C(C)(=O)OC([N+](C)(C)C)(OC(C)=O)OC(C)=O triacetoxytetramethylammonium borohydride